FC1(CC(C1)(C)CN1N=C(C(=C1C(=O)NC1=CC(=NC=C1)S(=O)(=N)C)C(F)(F)F)C12CC(C1)(C2)F)F 1-((3,3-Difluoro-1-methylcyclobutyl)methyl)-3-(3-fluorobicyclo[1.1.1]pentan-1-yl)-N-(2-(S-methylsulfonimidoyl)pyridin-4-yl)-4-(trifluoromethyl)-1H-pyrazole-5-carboxamide